4-[4-[3-(pyridin-2-yl)-1H-pyrazole-4-yl]-pyridin-2-yl]-N-(tetrahydro-2H-pyran-4-yl)benzamide N1=C(C=CC=C1)C1=NNC=C1C1=CC(=NC=C1)C1=CC=C(C(=O)NC2CCOCC2)C=C1